C[C@H](/C=C/C(=C)C(C)C)[C@H]1CC[C@@H]2[C@@]1(CC[C@H]3C2=CC=C4[C@@]3(CC[C@@H](C4)OC(=O)C)C)C The molecule is a sterol ester that is ergosta-5,7,22,24(28)-tetraen-3beta-ol in which the hydroxyl hydrogen is substituted by an acetyl group. It derives from a hydride of a 5alpha-ergostane.